NC=1SC2=C(N1)C(=CC=C2F)C2=C(C=C1C(=NC(=NC1=C2F)OCC2(CCC2)C#N)N2CC1CCC(C2)N1)C(F)(F)F 1-(((7-(2-amino-7-fluorobenzo[d]thiazol-4-yl)-4-(3,8-diazabicyclo[3.2.1]octan-3-yl)-8-fluoro-6-(trifluoromethyl)quinazolin-2-yl)oxy)methyl)cyclobutane-1-carbonitrile